4-((1S)-1-((2R)-1-((4'-carbamoyl-6-hydroxy-2'-methyl-1,2,3,4,5,6-hexahydro-[1,1'-biphenyl]-3-yl)methyl)pyrrolidin-2-amidyl)ethyl)benzoic acid C(N)(=O)C1=CC(=C(C=C1)C1CC(CCC1O)CN1[C@H](CCC1)C(=O)N[C@@H](C)C1=CC=C(C(=O)O)C=C1)C